FC(C1=NN=C(S1)N1C(N(C2=C1C=C(C=C2N2C[C@H](NCC2)C)S(=O)(=O)NC2(COC2)CF)C)=O)F 3-[5-(difluoromethyl)-1,3,4-thiadiazol-2-yl]-N-[3-(fluoromethyl)oxetan-3-yl]-1-methyl-2-oxo-7-[(3R)-3-methylpiperazin-1-yl]benzimidazole-5-sulfonamide